3-(chloromethyl)-1-ethyl-2,8,9-trioxa-5-aza-1-silabicyclo[3.3.3]undecane ClCC1O[Si]2(OCCN(C1)CCO2)CC